3-(benzo[d]thiazol-5-ylamino)-4-((pyridin-2-ylmethyl)amino)cyclobut-3-ene-1,2-dione S1C=NC2=C1C=CC(=C2)NC=2C(C(C2NCC2=NC=CC=C2)=O)=O